BrC=1C=C(C=C2C=NN(C12)C)SCC(C)(C)C 7-bromo-5-(2,2-dimethylpropylsulfanyl)-1-methyl-indazole